2,4-pentanediol bis(diphenylphosphinate) C1(=CC=CC=C1)P(=O)(C1=CC=CC=C1)OC(C)CC(C)OP(=O)(C1=CC=CC=C1)C1=CC=CC=C1